FC=1C=C(CNC2=NC(=NC=C2C(=O)N)NC=2C=NN(C2)C)C=CC1 4-((3-fluorobenzyl)amino)-2-((1-methyl-1H-pyrazol-4-yl)amino)pyrimidin-5-carboxamide